N6-phenyl-1H-indazole-3,6-diamine C1(=CC=CC=C1)NC1=CC=C2C(=NNC2=C1)N